tert-butyl (R)-3-(5-aminopyridin-3-yl)-1,4-oxazepane-4-carboxylate NC=1C=C(C=NC1)[C@@H]1COCCCN1C(=O)OC(C)(C)C